3-aminopropyl(butoxydimethylsilane) NCCC[Si](C)(C)OCCCC